NC1=NC=CC=2N1C(=CC2C2CN(CC2)C(C=C)=O)C2=CC(=C(C=C2)OC2=NC=CC=C2)F 1-(3-(1-amino-7-(3-fluoro-4-(pyridin-2-yloxy)phenyl)pyrrolo[1,2-c]pyrimidin-5-yl)pyrrolidin-1-yl)prop-2-en-1-one